C1(CCCCC1)OC(C1=C(C=C(C=C1C=1N=NNN1)NC(=O)N1CCC(CC1)C)F)=O 2-Fluoro-4-(4-methylpiperidine-1-carboxamido)-6-(2H-tetrazol-5-yl)benzoic acid cyclohexyl ester